C1(=CC=CC=2C3=CC=CC=C3CC12)C=CC fluorenyl-propylene